[S-2].[Zn+2].[Pb+2].[As+3] arsenic lead zinc sulfide